6-chloro-7-(difluoromethyl)pyrazolo[1,5-a]pyridine ClC=1C=CC=2N(C1C(F)F)N=CC2